C(C1=CC=CC=C1)N1CCC(CC1)N1N=CC=C(C1=O)Cl 2-(1-benzylpiperidin-4-yl)-4-chloro-2,3-dihydropyridazin-3-one